C(C)C1=C(C(=NC(=C1C#N)SCC1=CC=C(C=C1)CS(=O)(=O)C)N1CCN(CCC1)C)C#N 4-Ethyl-2-(4-methyl-1,4-diazepan-1-yl)-6-(4-(methylsulfonylmethyl)benzylthio)pyridine-3,5-dicarbonitrile